(R)-N-(1-methyl-2-carbonylpyrrolidin-3-yl)-8-(methylamino)-6-((2-carbonyl-2H-[1,2'-bipyridin]-3-yl)amino)imidazo[1,2-b]pyridazine-3-carboxamide CN1C([C@@H](CC1)NC(=O)C1=CN=C2N1N=C(C=C2NC)NC=2C(N(C=CC2)C2=NC=CC=C2)=C=O)=C=O